CN(C)CC(=O)N(C)C1=CC=C(N\C(\C2=CC=CC=C2)=C\2/C(NC3=CC(=CC=C23)C(=O)OC)=O)C=C1 3-Z-[1-(4-(N-dimethylaminomethylcarbonyl-N-methyl-amino)-anilino)-1-phenyl-methylene]-6-methoxycarbonyl-2-indolinone